ClC=1C=C(C=C(C1)F)N1C=C(C=2CC(CCC12)(F)F)C(F)F (3-chloro-5-fluorophenyl)-3-(difluoromethyl)-5,5-difluoro-4,5,6,7-tetrahydro-1H-indole